[O].[Mo].[As] arsenic molybdenum oxygen